COC([C@H](C[C@H]1C(NCCC1)=O)NC([C@H](CC(C)(C)C)N)=O)=O (S)-methyl-2-((S)-2-amino-4,4-dimethylpentanamido)-3-((S)-2-oxopiperidin-3-yl)propanoate